NC=1N(C=2C(=NC(=C(C2)C)C)N1)C 2-amino-1,5,6-trimethylimidazo[4,5-b]-pyridine